C(C)[NH+]1CN(CC1)C N-ethyl-N'-methylimidazolinium